5'-((3-endo)-3-amino-8-azabicyclo[3.2.1]octane-8-carbonyl)-2'-(6,7-difluoro-1-methyl-1H-benzo[d][1,2,3]triazol-5-yl)-3-fluoro-[1,1'-biphenyl]-4-carbonitrile NC1CC2CCC(C1)N2C(=O)C=2C=CC(=C(C2)C2=CC(=C(C=C2)C#N)F)C2=CC1=C(N(N=N1)C)C(=C2F)F